(7S,8R)-dihydrodehydrodiconiferyl alcohol COC1C=C([C@H]2OC3C(OC)=CC(CCCO)=CC=3[C@@H]2CO)C=CC=1O